C(C)(C)(C)S(=O)NC(CC[C@H]1CC(N(C1)C(=O)OC(C)(C)C)(C)C)CCC(C1CC1)C1CC1 tert-Butyl (4S)-4-[3-(tert-butylsulfinylamino)-6,6-dicyclopropyl-hexyl]-2,2-dimethyl-pyrrolidine-1-carboxylate